tert-butyl (S)-2-((R)-2-((2-((((1S,2S)-2-amino-1-(4-bromothiazol-2-yl)-3-ethoxy-3-oxopropyl)(methyl)amino)methyl)phenoxy)methyl)pyrrolidin-1-yl)-3-methylbutanoate N[C@@H]([C@@H](C=1SC=C(N1)Br)N(C)CC1=C(OC[C@@H]2N(CCC2)[C@H](C(=O)OC(C)(C)C)C(C)C)C=CC=C1)C(=O)OCC